bromo-6-cyclopropylpyrazolo[1,5-a]pyridine BrC1=NN2C(C=CC(=C2)C2CC2)=C1